5-(2-((5-(4-Aminopiperidin-1-yl)pyridin-2-yl)amino)-5-fluoropyrimidin-4-yl)-N,4-dimethylthiazol-2-amine NC1CCN(CC1)C=1C=CC(=NC1)NC1=NC=C(C(=N1)C1=C(N=C(S1)NC)C)F